monomethyltin mercaptoacetate salt SCC(=O)[O-].C[Sn+3].SCC(=O)[O-].SCC(=O)[O-]